COC1=CC=C(C=C1)CC[C@@H](C)N (R)-4-(4-methoxyphenyl)butane-2-amine